COC(=O)C(C)[C@H]1CC[C@H]2[C@@H]3CCC4=CC(CC[C@]4(C)C3=CC[C@]12C)=O 3-ketopregna-4,9(11)-diene-20-carboxylic acid methyl ester